ClC=1C=C2C(=NC1N)OCCO2 7-chloro-2,3-dihydro-[1,4]dioxino[2,3-b]pyridin-6-amine